5-(4-((1-(4-(4-chloro-1,2-bis(4-hydroxyphenyl)but-1-en-1-yl)phenyl)piperidin-4-yl)methyl)-2,6-dimethylpiperazin-1-yl)-2-(2,6-dioxopiperidin-3-yl)-6-fluoroisoindoline-1,3-dione ClCCC(=C(C1=CC=C(C=C1)O)C1=CC=C(C=C1)N1CCC(CC1)CN1CC(N(C(C1)C)C=1C=C2C(N(C(C2=CC1F)=O)C1C(NC(CC1)=O)=O)=O)C)C1=CC=C(C=C1)O